4-(4-chloro-6-[imidazo[1,2-a]pyrimidin-2-yl]pyridin-2-yl)morpholine ClC1=CC(=NC(=C1)C=1N=C2N(C=CC=N2)C1)N1CCOCC1